(S)-N-((5-bromo-4-methylpyridin-2-yl)methyl)-1-(2-(3-fluoro-4-methylphenyl)-2H-pyrazolo[3,4-d]pyrimidin-4-yl)piperidine-3-carboxamide BrC=1C(=CC(=NC1)CNC(=O)[C@@H]1CN(CCC1)C=1C=2C(N=CN1)=NN(C2)C2=CC(=C(C=C2)C)F)C